COC(=O)C=1C=CC2=C(N(C(=N2)CCl)C[C@H](C)OC(F)F)C1.BrC=1C(=NC(=CC1)C#CCOC1OCCCC1)C(F)(F)F 3-bromo-6-(3-((tetrahydro-2H-pyran-2-yl)oxy)prop-1-yn-1-yl)-2-(trifluoromethyl)pyridine Methyl-(S)-2-(chloromethyl)-1-(2-(difluoromethoxy)propyl)-1H-benzo[d]imidazole-6-carboxylate